3-hydroxyterephthalic acid OC=1C=C(C(=O)O)C=CC1C(=O)O